(2S)-N1-(5-(7-chloro-2-ethyl-1-oxoisoindol-5-yl)-4-methylthiazol-2-yl)-pyrrolidine-1,2-dicarboxamide ClC=1C=C(C=C2CN(C(C12)=O)CC)C1=C(N=C(S1)NC(=O)N1[C@@H](CCC1)C(=O)N)C